Maleic anhydrid C1(\C=C/C(=O)O1)=O